chromeno[4,3-b]quinolone C1=CC2=CC3=COC4=CC=CC(=O)C4=C3N=C2C=C1